dimethyl-bis(oleoyloxy)stannane C[Sn](OC(CCCCCCC\C=C/CCCCCCCC)=O)(OC(CCCCCCC\C=C/CCCCCCCC)=O)C